FC1=C2C=C(NC2=C(C=C1)C)C(=O)N[C@H]1C[C@H](CCC1)N1[C@H]2[C@@H](CC1)N(C(C2)=O)C 4-fluoro-7-methyl-N-((1R,3S)-3-((3aR,6aR)-4-methyl-5-oxohexahydropyrrolo[3,2-b]pyrrol-1(2H)-yl)cyclohexyl)-1H-indole-2-carboxamide